C(C)(C)C1=CC=C(C=C1)S(=O)(=O)C1=C(C(=O)O)C=CC=C1 2-(4-isopropylbenzenesulfonyl)benzoic acid